CC1=C(C(=CC=C1)C)C1=NC=2NS(C=3C=CC=C(C(N([C@@H](COC(=C1)N2)CC(C)C)CC2=NC=CC=N2)=O)C3)(=O)=O (11R)-6-(2,6-dimethylphenyl)-11-isobutyl-2,2-dioxo-12-(pyrimidin-2-ylmethyl)-9-oxa-2λ6-thia-3,5,12,19-tetrazatricyclo[12.3.1.14,8]nonadeca-1(18),4(19),5,7,14,16-hexaen-13-one